C(#C)C1=CC=CC(=N1)C(=O)N[C@@H](C)C1=CC=CC=C1 (S)-6-ethynyl-N-(1-phenylethyl)pyridineamide